1-[9-ethyl-6-(2-methyl-4-tetrahydrofuranylmethoxybenzoyl)-9H-carbazol-3-yl]-ethanone-1-(O-acetyloxime) C(C)(=O)ON=C(C)C=1C=CC=2N(C3=CC=C(C=C3C2C1)C(C1=C(C=C(C=C1)OCC1OCCC1)C)=O)CC